FC1=C(C(=CC=C1)F)C(CC=C)O 1-(2,6-difluorophenyl)but-3-en-1-ol